4-(2,4-dichlorophenyl)-N-(4,4-dimethylcyclohexyl)-1H-pyrrole-2-carboxamide ClC1=C(C=CC(=C1)Cl)C=1C=C(NC1)C(=O)NC1CCC(CC1)(C)C